COC=1C=C(C=CC1OC)C(COC1=CC=CC=C1)=O 1-(3,4-dimethoxyphenyl)-2-phenoxyethanone